FC1=C(C#N)C=CC(=C1)C1=NC=2C(=NC=CC2N2CC3(CC2)CNCC3)N1C1=C(C=C(C=C1)N1CC(CC1)OC)F 2-Fluoro-4-(3-(2-fluoro-4-(3-methoxypyrrolidin-1-yl)phenyl)-7-(2,7-diazaspiro[4.4]nonan-2-yl)-3H-imidazo[4,5-b]pyridin-2-yl)benzonitrile